ClC1=C(C=C(C=C1)[C@@H]1O[C@@H]([C@H]([C@@H]([C@H]1O)O)O)CO)CC1=CC2=C(NCCO2)C=C1 (2S,3R,4R,5S,6R)-2-[4-Chloro-3-(3,4-dihydro-2H-benzo[1,4]oxazin-7-ylmethyl)-phenyl]-6-hydroxymethyl-tetrahydro-pyran-3,4,5-triol